C(C)(C)(C)[Si](C)(C)OC1=C(C=C(C(=C1)I)C[N+]#[C-])OC tert-butyl-(5-iodo-4-(isocyanomethyl)-2-methoxyphenoxy)dimethylsilane